N-methyl-N-((1r,3r)-3-methyl-3-((6-(1-methyl-1H-pyrazol-4-yl)pyrazolo[1,5-a]pyrazin-4-yl)oxy)cyclobutyl)acrylamide CN(C(C=C)=O)C1CC(C1)(OC=1C=2N(C=C(N1)C=1C=NN(C1)C)N=CC2)C